6-bromo-5-(1,3-dioxolan-2-yl)-1-isopropyl-1H-pyrrolo[3,2-b]pyridine-3-carboxylic acid ethyl ester C(C)OC(=O)C1=CN(C=2C1=NC(=C(C2)Br)C2OCCO2)C(C)C